C1=NC=C(C2=CC=CC=C12)N1C(N(CC1C#N)C1=C(C=C(C=C1)C(F)(F)F)OC)=O 3-(isoquinolin-4-yl)-1-(2-methoxy-4-(trifluoromethyl)phenyl)-2-oxoimidazolidine-4-carbonitrile